2-(1H-pyrazol-4-yl)thiazole-4-carboxamide phosphate P(=O)(O)(O)O.N1N=CC(=C1)C=1SC=C(N1)C(=O)N